2-amino-3-phenylpropyl carbamate 4-chlorobenzoate salt ClC1=CC=C(C(=O)O)C=C1.C(N)(OCC(CC1=CC=CC=C1)N)=O